(2,4,6-trimethylbenzoyl)tripropylgermanium CC1=C(C(=O)[Ge](CCC)(CCC)CCC)C(=CC(=C1)C)C